C(C)(=O)[O-].CN1C=[N+](C=C1)CC1=CC=C(C=C1)C=C 3-methyl-1-(4-vinylbenzyl)-3H-imidazol-1-ium acetate